C(C)(C)OP(=S)(SCCC(=O)OCC)OC(C)C ethyl 3-[(diisopropoxyphosphinothioyl)thio]propionate